4-(4-benzhydrylpiperazin-1-yl)-1-methylquinolin-2(1H)-one C(C1=CC=CC=C1)(C1=CC=CC=C1)N1CCN(CC1)C1=CC(N(C2=CC=CC=C12)C)=O